Lithium bis(trimethylsilyl)amine C[Si](C)(C)N[Si](C)(C)C.[Li]